(4-tolyl)-2-(3-(phenylsulfonyl)ureido)benzenesulfonamide C1(=CC=C(C=C1)C=1C(=C(C=CC1)S(=O)(=O)N)NC(=O)NS(=O)(=O)C1=CC=CC=C1)C